C(C)N(C(=O)C=1C=C(N2C=CC=C2C1)C(C1=CC=CC=C1)O)C N-ethyl-5-(hydroxy(phenyl)methyl)-N-methylindolizine-7-formamide